F[Sb-](F)(F)(F)(F)F.C(CCCCCCCCC)C1=C(C=CC=C1)[I+]C1=C(C=CC=C1)CCCCCCCCCC bis(decylphenyl)iodonium hexafluoroantimonate